N[C@H](CC)C=1N=C(SC1)C(=O)C1=CNC2=CC(=CC=C12)F (R)-(4-(1-aminopropyl)thiazol-2-yl)(6-fluoro-1H-indol-3-yl)methanone